2-chloromethylbutadiene ClCC(=C)C=C